FC(C=1N=C(C2=C(N1)N(N=N2)CC2=C(C=CC=C2)N=C=S)N2CC(CC2)(F)F)(C2=CC=CC=C2)F 5-[difluoro(phenyl)methyl]-7-(3,3-difluoropyrrolidin-1-yl)-3-[(2-isothiocyanatophenyl)methyl]-3H-[1,2,3]triazolo[4,5-d]pyrimidine